COC(N(C1=C(C=CC=C1)[N+](=O)[O-])C1=CC=CC=C1)=O phenyl-(o-nitrophenyl)carbamic acid methyl ester